(S)-6-benzyl-2-((S)-2,2-dimethylcyclopropane-1-carbonyl)-2,6-diazaspiro[3.4]octane-8-carboxylic acid C(C1=CC=CC=C1)N1CC2(CN(C2)C(=O)[C@@H]2C(C2)(C)C)[C@@H](C1)C(=O)O